C(C)(C)(C)OC(=O)N[C@H](C(=O)OC(C)(C)C)CCS (S)-tert-butyl 2-((tert-butoxycarbonyl)amino)-4-mercaptobutanoate